ClC1=CC(=C(S1)C1=CC=CC(=N1)C)CNC(=O)O[C@H](C)C1=CC=CC=C1 6-(5-Chloro-3-(((((R)-1-phenylethoxy)carbonyl)amino)methyl)thiophen-2-yl)-2-Picoline